C(CCC)OC(=O)C1=C(C=CC(=C1)CC)C(=O)OC(CO)CO 2-(2-butoxycarbonyl-4-ethylphenyl)formyloxy-1,3-propanediol